Adamantane-1-thiol C12(CC3CC(CC(C1)C3)C2)S